ClC=1C(=CC2=C(N(C(O2)=O)CCC(=O)OC)C1)B1OC(C(O1)(C)C)(C)C methyl 3-(5-chloro-2-oxo-6-(4,4,5,5-tetramethyl-1,3,2-dioxaborolan-2-yl)benzo[d]oxazol-3(2H)-yl)propanoate